ClC=1C(=NC(=NC1)NC1=C(C=C(C(=C1)C)C=1C[C@@H](N[C@H](C1)C1CC1)C1CC1)OC(C)C)NC1=C(C=CC=C1)S(=O)(=O)C(C)C 5-chloro-N2-(4-((trans)-2,6-dicyclopropyl-1,2,3,6-tetra-hydropyridin-4-yl)-2-isopropoxy-5-methylphenyl)-N4-(2-(isopropylsulfonyl)phenyl)pyrimidine-2,4-diamine